sodium nitrate, ammonium salt [NH4+].[N+](=O)([O-])[O-].[Na]